[N].CC1=NC=C(C(=C1C)OC)C 2,3,5-trimethyl-4-methoxypyridine nitrogen